C(C)N1C2(CC(C3=CC(=CC=C13)F)=O)CCN(CC2)C(=O)NCC2=CC=C(C=C2)F 1'-ethyl-6'-fluoro-N-(4-fluorobenzyl)-4'-oxo-3',4'-dihydro-1'h-spiro[piperidine-4,2'-quinoline]-1-carboxamide